C(C)(=O)OC1[C@H](NC(CN=[N+]=[N-])=O)[C@@H](OC(C)=O)[C@H](OC(C)=O)[C@H](O1)COC(C)=O 1,3,4,6-Tetra-O-acetyl-N-azidoacetylglucosamine